2-[(3,3-dimethyl-2H-benzofuran-4-yl)oxy]-N-(4-nitro-3-pyridyl)pyrimidin-5-amine CC1(COC2=C1C(=CC=C2)OC2=NC=C(C=N2)NC=2C=NC=CC2[N+](=O)[O-])C